2-Methyl-6-(4,4,5,5-tetramethyl-1,3,2-dioxaborolan-2-yl)benzo[d]thiazole CC=1SC2=C(N1)C=CC(=C2)B2OC(C(O2)(C)C)(C)C